C(C)OC(=O)C=1C=CN2C1COCC2 3,4-dihydro-1H-pyrrolo[2,1-c][1,4]oxazine-8-carboxylic acid ethyl ester